phenyldioctadecylammonium (hydroxyphenyl)tris(pentafluorophenyl)borate OC1=C(C=CC=C1)[B-](C1=C(C(=C(C(=C1F)F)F)F)F)(C1=C(C(=C(C(=C1F)F)F)F)F)C1=C(C(=C(C(=C1F)F)F)F)F.C1(=CC=CC=C1)[NH+](CCCCCCCCCCCCCCCCCC)CCCCCCCCCCCCCCCCCC